2-(2,4-dimethyl-5-(2-(4-methylpiperazin-1-yl)ethoxy)benzyl)benzonitrile CC1=C(CC2=C(C#N)C=CC=C2)C=C(C(=C1)C)OCCN1CCN(CC1)C